1,5-diethyl-9-[2-carboxy(4-cyclohexenyl)]carbonyloxyanthracene C(C)C1=CC=CC2=CC3=C(C=CC=C3C(=C12)OC(=O)C1C(CC=CC1)C(=O)O)CC